N-(3-carbamoyltetrahydrofuran-3-yl)-2-methyl-5-((2-methylpyridin-3-yl)methoxy)benzofuran-3-carboxamide C(N)(=O)C1(COCC1)NC(=O)C1=C(OC2=C1C=C(C=C2)OCC=2C(=NC=CC2)C)C